ClCCOP(OCCCl)(OCCCl)=O tri(2-chloroethyl)phosphoric acid